COC1=CC=C(C2=C1N=C(O2)N2CC1CCCC(C2)N1C(=O)OC(C)(C)C)C=1SC=CN1 tert-Butyl 3-(4-methoxy-7-(thiazol-2-yl)benzo[d]oxazol-2-yl)-3,9-diazabicyclo[3.3.1]nonane-9-carboxylate